cerium lithium lanthanum [La].[Li].[Ce]